(6-Chloro-4-(dimethylamino)-5-fluoropyridin-2-yl)-1-(2-methoxypyrimidin-5-yl)-1-((5-(trifluoromethyl)-1H-pyrazol-3-yl)methyl)urea ClC1=C(C(=CC(=N1)NC(N(CC1=NNC(=C1)C(F)(F)F)C=1C=NC(=NC1)OC)=O)N(C)C)F